(2R,5S)-2-[[(4-chlorobenzoyl)amino]carbamoyl]-5-[(7-chloroquinoline-3-carbonyl)amino]piperidine-1-carboxylic acid tert-butyl ester C(C)(C)(C)OC(=O)N1[C@H](CC[C@@H](C1)NC(=O)C=1C=NC2=CC(=CC=C2C1)Cl)C(NNC(C1=CC=C(C=C1)Cl)=O)=O